N[C@@H]1C=2N=C(SC2CC12CCN(CC2)C=2NC(C1=C(N2)NN=C1C1(CC1)C1=CC=CC=C1)=O)Cl (S)-6-(4-amino-2-chloro-4,6-dihydrospiro[cyclopenta[d]thiazole-5,4'-piperidine]-1'-yl)-3-(1-phenylcyclopropyl)-1,5-dihydro-4H-pyrazolo[3,4-d]pyrimidin-4-one